BrC=1C(=NN(C1)C1=CC(=CC=C1)Cl)[N+](=O)[O-] 4-bromo-1-(3-chlorophenyl)-3-nitro-pyrazole